NC=1C2=C(N=C(N1)COC)C=CC(=N2)C=2C=C(C=CC2)C#C[C@]2(C(N(CC2)C)=O)O (R)-3-((3-(4-amino-2-(methoxymethyl)pyrido[3,2-d]pyrimidin-6-yl)phenyl)ethynyl)-3-hydroxy-1-methylpyrrolidin-2-one